2-oxo-8-azabicyclo[3.2.1]Octane-3,8-dicarboxylic acid 8-(tert-butyl) 3-ethyl ester C(C)OC(=O)C1C(C2CCC(C1)N2C(=O)OC(C)(C)C)=O